bis(2-ethylhexyl) phthalate dibutyl-phthalate C(CCC)OC(C=1C(C(=O)OCCCC)=CC=CC1)=O.C(C=1C(C(=O)OCC(CCCC)CC)=CC=CC1)(=O)OCC(CCCC)CC